Ethyl 3-((tert-butoxycarbonyl)amino)-5-(((2-chlorobenzyl)amino)methyl)picolinate C(C)(C)(C)OC(=O)NC=1C(=NC=C(C1)CNCC1=C(C=CC=C1)Cl)C(=O)OCC